[N+](=O)([O-])C1=CC=C(C(=O)NC2=C(C=CC=C2)O)C=C1 4-Nitro-N-(2-hydroxyphenyl)benzamide